CC1=C(C=CC=C1C)N1CCN(CC1)C(CN1N=C(C=2CCCCC12)C(=O)N1C[C@H]([C@H](CC1)O)F)=O 1-(4-(2,3-dimethylphenyl)piperazin-1-yl)-2-(3-((3R,4S)-3-fluoro-4-hydroxypiperidine-1-carbonyl)-4,5,6,7-tetrahydro-1H-indazol-1-yl)ethanone